BrC=1C=CC(=C(C(=O)OCC2=CC=CC=C2)C1)I Benzyl 5-bromo-2-iodo-benzoate